(Z)-1-(2-fluoro-2-nitrovinyl)-4-methoxybenzene F\C(=C/C1=CC=C(C=C1)OC)\[N+](=O)[O-]